C(C)C(C(=O)O[C@@H]1CC[C@H](CC1)C(C)(C)C)OC1=NC=CC=C1OC1=C(C=C(C(=C1)N1C(N(C(=CC1=O)C(F)(F)F)C)=O)F)Cl trans-4-tertiary butyl-cyclohexanol Ethyl-[(3-{2-chloro-4-fluoro-5-[3-methyl-4-(trifluoromethyl)-2,6-dioxo-1,2,3,6-tetrahydropyrimidin-1-yl]phenoxy}pyridin-2-yl)oxy]acetate